IC1=C(NC2=CC=CC=C12)C(=O)O iodo-carboxyindole